5,6-dichloro-4,7-dibromophthalide ClC=1C(=C2COC(=O)C2=C(C1Cl)Br)Br